N-(5-fluoro-2-formylphenyl)acetamide FC=1C=CC(=C(C1)NC(C)=O)C=O